NCCOC[C@H](C)NC(OC(C)(C)C)=O tert-butyl N-[(1S)-2-(2-aminoethoxy)-1-methyl-ethyl]carbamate